C(C)(C)(C)N1CCC(CC1)C(=O)NC=1SC(=CN1)C=1C=C2C=C(N=NC2=CC1)Cl 1-(tert-butyl)-N-(5-(3-chlorocinnolin-6-yl)thiazol-2-yl)piperidine-4-carboxamide